NC1=CC=C(C(=O)OC=2C=C(C(=O)N)C=CC2)C=C1 3-((4-aminobenzoyl)oxy)benzamide